7-(bromomethyl)-6-fluorothieno[2,3-c]quinolin-4(5H)-one BrCC=1C=CC=2C3=C(C(NC2C1F)=O)SC=C3